ClC1=CC=C(C=C1)C1=C(CCC(C1)(C)C)CN1C2CN(CC1CC2)CC=2C=C1CN(C(C1=CC2)=O)C2C(NC(CC2)=O)=O 3-(5-((8-((4'-chloro-5,5-dimethyl-3,4,5,6-tetrahydro-[1,1'-biphenyl]-2-yl)methyl)-3,8-diazabicyclo[3.2.1]octane-3-yl)methyl)-1-oxoisoindolin-2-yl)piperidine-2,6-dione